FC1=C(C(=O)N2CCN(CC2)C(CNCCCCCNC(OC(C)(C)C)=O)=O)C=C(C=C1)CC1=NNC(C2=CC=CC=C12)=O tert-butyl N-[5-[[2-[4-[2-fluoro-5-[(4-oxo-3H-phthalazin-1-yl)methyl]benzoyl]piperazin-1-yl]-2-oxo-ethyl]amino]pentyl]carbamate